N-(3-(1H-pyrazol-4-yl)phenyl)-6-(3-aminopiperidin-1-yl)-pyridazin-3-amine N1N=CC(=C1)C=1C=C(C=CC1)NC=1N=NC(=CC1)N1CC(CCC1)N